2-imino-5-methyl-2,3-dihydro-1,3-oxazol N=C1OC(=CN1)C